ethyl-3-hexanamine C(C)CCC(CCC)N